CC1=C(C=C(C(=O)NC2=C(C=C(C=C2)C2CN(CCC2)C)C(F)(F)F)C=C1)NC1=NC=CC(=N1)C1=NC=CN=C1 4-Methyl-N-[4-(1-methyl-piperidin-3-yl)-2-trifluoromethyl-phenyl]-3-(4-pyrazin-2-yl-pyrimidin-2-ylamino)-benzamide